NC1=NC=CC=C1C1=NC=2C(=NC(=CC2)C2=CC=CC=C2)N1C1=CC=C(CN2C[C@H](N(CC2)C2=NC(=NC=C2)C#N)C)C=C1 (R)-4-(4-(4-(2-(2-Aminopyridin-3-yl)-5-phenyl-3H-imidazo[4,5-b]pyridin-3-yl)benzyl)-2-methylpiperazin-1-yl)pyrimidine-2-carbonitrile